C(C)OC(=O)C1(CCC(CC1)(F)F)C1=C(N=NC(=C1)N)Cl 1-(6-amino-3-chloropyridazin-4-yl)-4,4-difluorocyclohexanecarboxylic acid ethyl ester